[5-[1-[2-(aminomethyl)-3,3-difluoro-allyl]-5-oxo-1,2,4-triazol-4-yl]pyrazin-2-yl]-1-methyl-3,4-dihydro-1H-quinolin-2-one trifluoroacetate FC(C(=O)O)(F)F.NCC(CN1N=CN(C1=O)C=1N=CC(=NC1)C1C(N(C2=CC=CC=C2C1)C)=O)=C(F)F